Dibenzylazocarboxylate C(C1=CC=CC=C1)OC(=O)N=NC(=O)OCC1=CC=CC=C1